benzylaminopropyl-trimethoxysilane C(C1=CC=CC=C1)NCCC[Si](OC)(OC)OC